C(C)(C)(C)OC(=O)N1CC=CCC1 5,6-dihydropyridine-1(2H)-carboxylic acid tert-butyl ester